(7-(4-(4-(benzo[b]thiophen-4-yl)piperazin-1-yl)butoxy)quinolin-2-yloxy)methyl cyclopentanecarboxylate C1(CCCC1)C(=O)OCOC1=NC2=CC(=CC=C2C=C1)OCCCCN1CCN(CC1)C1=CC=CC=2SC=CC21